ClC1=CC=CC2=C1SC=C2 7-chlorobenzo[b]thiophene